4-[2-chloro-4-[[3-[1-(2-methoxyethyl)-3-(trifluoromethyl)pyrazol-4-yl]imidazo[1,2-a]pyrazin-8-yl]amino]benzoyl]-N-[(3S)-pyrrolidin-3-yl]piperazine-1-carboxamide ClC1=C(C(=O)N2CCN(CC2)C(=O)N[C@@H]2CNCC2)C=CC(=C1)NC=1C=2N(C=CN1)C(=CN2)C=2C(=NN(C2)CCOC)C(F)(F)F